5-chloro-1'-[2-({2-[(1R) or (1S)-1-hydroxyethyl]pyrimidin-5-yl}oxy)ethyl]-1,2-dihydrospiro[indole-3,4'-piperidin]-2-one ClC=1C=C2C(=CC1)NC(C21CCN(CC1)CCOC=1C=NC(=NC1)[C@@H](C)O)=O |o1:24|